BrC=1C=C2C(OCC=3C=C(N=CC3C3=CC(=C(C(NS(C(C1OC)=C2)(=O)=O)=C3)OC)F)OC(F)F)=O 13-bromo-5-(difluoromethoxy)-20-fluoro-14,19-dimethoxy-16,16-dioxo-9-oxa-16λ6-thia-4,17-diazatetracyclo[16.3.1.111,15.02,7]tricosa-1(21),2(7),3,5,11,13,15(23),18(22),19-nonaen-10-one